methyl 3-((3-acetamidobenzamido)methyl)-5-benzyl-4,5-dihydroisoxazole-5-carboxylate C(C)(=O)NC=1C=C(C(=O)NCC2=NOC(C2)(C(=O)OC)CC2=CC=CC=C2)C=CC1